(E)-ethyl 4-(4-hydroxypent-1-en-1-yl)-1H-pyrrole-2-carboxylate OC(C/C=C/C=1C=C(NC1)C(=O)OCC)C